(2S)-2-((tert-butoxycarbonyl)amino)-4-((2-methoxypropyl)(4-(5,6,7,8-tetrahydro-1,8-naphthyridin-2-yl)butyl)amino)butanoic acid C(C)(C)(C)OC(=O)N[C@H](C(=O)O)CCN(CCCCC1=NC=2NCCCC2C=C1)CC(C)OC